ClC=1C=C(C(=NC1)C=1C=NN(C1)C)N 5-chloro-2-(1-methyl-1H-pyrazol-4-yl)pyridine-3-amine